C(C)(C)N(C(C)C)P(OC1=C(CCP(OC)(OC)=O)C=CC=C1)N(C(C)C)C(C)C dimethyl (2-((bis(diisopropylamino)phosphaneyl)oxy)phenethyl)phosphonate